FC=1C=C(C=C2CCN(CC12)[C@H]1CCN(C2(CCC2)C1)C)C(=O)NO 8-fluoro-2-[(8S)-5-methyl-5-azaspiro[3.5]nonan-8-yl]-3,4-dihydro-1H-isoquinoline-6-carbohydroxamic acid